ClC1=C(C(=NC(=C1)C1CC1)/N=C/NO)I (E)-N'-(4-chloro-6-cyclopropyl-3-iodopyridin-2-yl)-N-hydroxyformimidamide